N-[3-[5-(1-acetylpyrazol-4-yl)oxy-2-(difluoromethoxy)phenyl]-1-methyl-pyrazol-4-yl]pyrazolo[1,5-a]pyrimidine-3-carboxamide C(C)(=O)N1N=CC(=C1)OC=1C=CC(=C(C1)C1=NN(C=C1NC(=O)C=1C=NN2C1N=CC=C2)C)OC(F)F